2-(4-Isopropylphenyl)-4-phenylimidazole C(C)(C)C1=CC=C(C=C1)C=1NC=C(N1)C1=CC=CC=C1